5'-methoxy-1'H-spiro[cyclopropane-1,3'-indole] COC=1C=C2C3(CNC2=CC1)CC3